1-methyl-2-azaadamantane-2-amine CC12N(C3CC(CC(C1)C3)C2)N